ClC=1C=NC(=C(C(=O)NC2CCC(CC2)CN2C(C(C3=CC=CC=C23)(O)C2=C(C=CC(=C2)F)F)=O)C1)NC1CCC1 5-chloro-2-(cyclobutylamino)-N-((1r,4r)-4-((3-(2,5-difluorophenyl)-3-hydroxy-2-oxoindolin-1-yl)methyl)cyclohexyl)nicotinamide